N-(7-Cyclopentylpyrazolo[1,5-a]pyrimidin-6-yl)-N-(6-ethynyl-5-methylpyridin-3-yl)urea C1(CCCC1)C1=C(C=NC=2N1N=CC2)N(C(=O)N)C=2C=NC(=C(C2)C)C#C